6-(3,4-Dimethylphenyl)-N-[(2-oxo-1H-pyridin-3-yl)sulfonyl]-2-[(4S)-2,2,4-trimethylpyrrolidin-1-yl]pyridin-3-carboxamid CC=1C=C(C=CC1C)C1=CC=C(C(=N1)N1C(C[C@@H](C1)C)(C)C)C(=O)NS(=O)(=O)C=1C(NC=CC1)=O